methyl 8-(2-(N-(4,5-dimethylisoxazol-3-yl)-N-(methoxymethyl)sulfamoyl)phenyl)isoquinoline-5-carboxylate CC=1C(=NOC1C)N(S(=O)(=O)C1=C(C=CC=C1)C1=CC=C(C=2C=CN=CC12)C(=O)OC)COC